C(C)(C)(C)OC(=O)N1CCC(CC1)CCCC1CCNCC1 4-(3-(piperidin-4-yl)propyl)piperidine-1-carboxylic acid tert-butyl ester